C(=C)SC=C MONOVINYL THIOETHER